C(C)(C)(C)OC(=O)NCCC([C@@H](C(=O)OCC)N[S@@](=O)C1=C(C=C(C=C1C)C)C)(C)C Ethyl (S)-5-((tert-butoxycarbonyl)amino)-2-(((S)-mesitylsulfinyl)amino)-3,3-dimethylpentanoate